FC(CC=CCl)(F)F.[Br] bromine trifluorochlorobutene